ClC1=CC=C(C=C1)NC(NC(NCCCCCCNC(NC(NC1=CC=C(C=C1)Cl)=N)=N)=N)=N N,N'-bis-(4-chlorophenyl)-3,12-diimino-2,4,11,13-tetraazatetradecandiimidamide